C1(=CC=CC=C1)CCO PHENYLETHYLALCOHOL